2-[(3bR,4aR)-3-(3,7-Diazabicyclo[4.2.0]octan-3-carbonyl)-3b,4,4a,5-tetrahydro-1H-cyclopropa[3,4]cyclopenta[1,2-c]pyrazol-1-yl]-1-[4-(2,3-dimethylphenyl)piperazin-1-yl]ethan-1-on C12CN(CCC2NC1)C(=O)C=1C2=C(N(N1)CC(=O)N1CCN(CC1)C1=C(C(=CC=C1)C)C)C[C@@H]1[C@H]2C1